COC(=O)C1=CC2=CC=C(C=C2C=C1)C=1C(=NC=CC1)OC(C)C 6-(2-Isopropoxy-pyridin-3-yl)-naphthalene-2-carboxylic acid methyl ester